(4-chlorophenyl)(2,3-dimethoxy-3-methylindol-1-yl)methanone 2-cyanoethyl-(1-(2-vinylpyrimidin-4-yl)pyrrolidin-3-yl)diisopropylphosphoramidite C(#N)CCCC(C)(N(P(O)O)C(C)C)C1CN(CC1)C1=NC(=NC=C1)C=C.ClC1=CC=C(C=C1)C(=O)N1C(C(C2=CC=CC=C12)(C)OC)OC